(3R*,4R*)-4-(3-Methoxyphenyl)tetrahydropyran-3-yl-methanol tert-butyl-(2S)-2-[4-fluoro-2-(4-butoxy-4,5-dihydroisoxazol-3-yl)phenoxy]propanoate C(C)(C)(C)[C@](C(=O)OC[C@H]1COCC[C@H]1C1=CC(=CC=C1)OC)(C)OC1=C(C=C(C=C1)F)C1=NOCC1OCCCC |o1:9,14|